(S)-N-((R)-1-(4-(1H-pyrazol-3-yl)thiophen-2-yl)ethyl)-7-((9,9-difluoro-9H-fluorene-3-carbonyl)glycyl)-1,4-dioxa-7-azaspiro[4.4]nonane-8-carboxamide N1N=C(C=C1)C=1C=C(SC1)[C@@H](C)NC(=O)[C@H]1N(CC2(OCCO2)C1)C(CNC(=O)C=1C=CC=2C(C3=CC=CC=C3C2C1)(F)F)=O